COC1=C(C=C(C=C1)C1(CCOCC1)C(=O)OC)S(N)(=O)=O methyl 4-(4-methoxy-3-sulfamoylphenyl)tetrahydro-2H-pyran-4-carboxylate